tert-Butyl N-[(6R,9Z)-6-benzyloxy-12,12-dimethyl-13-oxo-6,15-bis(trifluoromethyl)-19-oxa-3,4,18-triazatricyclo[12.3.1.12,5]nonadeca-1(18),2,4,9,14,16-hexaen-17-yl]carbamate C(C1=CC=CC=C1)O[C@]1(C2=NN=C(C=3C(=CC(=C(C(C(C\C=C/CC1)(C)C)=O)N3)C(F)(F)F)NC(OC(C)(C)C)=O)O2)C(F)(F)F